CNC(=O)C1(CC(C(C(C1)N)OCC1=CC=CC=C1)N)OCC1=CC=CC=C1 N-methyl-3,5-diamino-1,4-dibenzyloxy-cyclohexane-1-carboxamide